1-(5-(2,3-dimethyl-3H-imidazo[4,5-b]pyridin-5-yl)pyrrolo[2,1-f][1,2,4]triazin-2-yl)cyclobutane-1,3-diamine CC1=NC=2C(=NC(=CC2)C=2C=CN3N=C(N=CC32)C3(CC(C3)N)N)N1C